2-methyl-2-[6-[(3R)-3-methylmorpholin-4-yl]-2-[1H-pyrrolo[2,3-b]pyridin-4-yl]pyrimidin-4-yl]propanamide CC(C(=O)N)(C)C1=NC(=NC(=C1)N1[C@@H](COCC1)C)C1=C2C(=NC=C1)NC=C2